O[C@@H]1[C@H](CO[C@@H]([C@@H]1O)CO)N1N=NC(=C1)COC1=CC=C(C(=O)O)C=C1 4-((1-((3S,4R,5R,6R)-4,5-dihydroxy-6-(hydroxymethyl)tetrahydro-2H-pyran-3-yl)-1H-1,2,3-triazol-4-yl)methoxy)benzoic acid